(diethoxyphosphono)acetic acid ethyl ester (Ethyl Diethylphosphonoacetate) C(C)C(C(=O)O)P(=O)(OCC)OCC.C(C)OC(CP(=O)(OOCC)OOCC)=O